COC1=CC=C(C=N1)CN1C2CN(CC1C2)C2=CC=C(C=N2)OB(O)O (6-(6-((6-methoxypyridin-3-yl)methyl)-3,6-diazabicyclo[3.1.1]heptan-3-yl)pyridin-3-yl)boric acid